ClC1=C(C2=C(C3=C(N=C(N(C3=O)CC=3C=NC(=NC3)C(F)(F)F)C=3C(=NC(=CC3)C(F)(F)F)C3CC3)S2)C=C1)O 7-chloro-2-(2-cyclopropyl-6-(trifluoromethyl)pyridin-3-yl)-8-hydroxy-3-((2-(trifluoromethyl)pyrimidin-5-yl)methyl)benzo[4,5]thieno[2,3-d]pyrimidin-4(3H)-one